CN([C@@H]1CN(C[C@H]1C(NCCCCCCCCCCCCCC)=O)C(=O)OC(C)(C)C)[C@H](C)C1=CC=CC=C1 Tert-butyl (3S,4R)-3-(methyl((R)-1-phenylethyl)amino)-4-(tetradecylcarbamoyl)pyrrolidine-1-carboxylate